C1OCC2C1CN(C2)CC2(CC2)CO (1-((tetrahydro-1H-furo[3,4-c]pyrrol-5(3H)-yl)methyl)cyclopropyl)methanol